N-(3-cyano-1H-indol-7-yl)-4-(hydroxymethyl)thiophene-2-sulfonamide C(#N)C1=CNC2=C(C=CC=C12)NS(=O)(=O)C=1SC=C(C1)CO